tert-butyl ((6-chloro-8-(3-methyl-2,4-dioxoimidazolidin-1-yl)imidazo[1,2-b]pyridazin-2-yl)methyl)carbamate ClC=1C=C(C=2N(N1)C=C(N2)CNC(OC(C)(C)C)=O)N2C(N(C(C2)=O)C)=O